5-fluoro-4-(s)-hydroxy-3,4-dihydropyrimidine FC=1[C@@H](NC=NC1)O